OCC[C@H]1[C@@H](CCCC1)OC1=C(C=CC(=C1)C)S(=O)(=O)N1[C@@H](CCC1)C(=O)OC(C)(C)C |o1:3,4| tert-butyl ((2-(((1R*,2S*)-2-(2-hydroxyethyl)cyclohexyl)oxy)-4-methylphenyl)sulfonyl)-L-prolinate